COC(=O)C=1C=C2N(C(=CC(=N2)C)Cl)C1.C(CCCC)(=O)O pentanoic acid methyl-4-chloro-2-methylpyrrolo[1,2-a]pyrimidine-7-carboxylate